(trimethylsilylmethyl)benzylamine C[Si](C)(C)CNCC1=CC=CC=C1